tert-Butyl ((1-(2,2,2-trifluoroethyl)piperidin-2-yl)methyl)carbamate FC(CN1C(CCCC1)CNC(OC(C)(C)C)=O)(F)F